2-((1-(5-chloro-2-(2-methylazetidin-1-yl)-6-(trifluoromethyl)pyrimidin-4-yl)azetidin-3-yl)oxy)-1-(piperazin-1-yl)ethan-1-one ClC=1C(=NC(=NC1C(F)(F)F)N1C(CC1)C)N1CC(C1)OCC(=O)N1CCNCC1